3'-(((4-(3,3-Dimethylbutanoyl)-3-hydroxy-2-methylphenyl)thio)methyl)-[1,1'-biphenyl]-3-carboxylic acid CC(CC(=O)C1=C(C(=C(C=C1)SCC=1C=C(C=CC1)C1=CC(=CC=C1)C(=O)O)C)O)(C)C